(Z)-1-(4-(1-(4-cyanophenyl)-1H-1,2,4-triazol-3-yl)-2-fluorophenyl)-3-(3-(5-methyl-2-((2,2,2-trifluoroethoxy)methyl)phenyl)-4-oxothiazolidin-2-ylidene)urea C(#N)C1=CC=C(C=C1)N1N=C(N=C1)C1=CC(=C(C=C1)NC(=O)\N=C\1/SCC(N1C1=C(C=CC(=C1)C)COCC(F)(F)F)=O)F